5-(2-((2-phenoxyethyl)amino)pyridin-4-yl)-1H-indazol-3-amine O(C1=CC=CC=C1)CCNC1=NC=CC(=C1)C=1C=C2C(=NNC2=CC1)N